tert-Butyl (3-cyano-7-fluoro-4-(5-fluoro-3-((1S,4S)-5-methyl-2,5-diazabicyclo[2.2.1]heptan-2-yl)-7,9-dihydrofuro[3,4-f]quinazolin-6-yl)thieno[3,2-c]pyridin-2-yl)carbamate C(#N)C1=C(SC2=C1C(=NC=C2F)C=2C1=C(C=3C=NC(=NC3C2F)N2[C@@H]3CN([C@H](C2)C3)C)COC1)NC(OC(C)(C)C)=O